(3R)-2-[(4-chloro-2-methylsulfonylphenyl)methyl]-3-(4-chlorophenyl)-4-fluoro-6-(2-hydroxy-1-methoxypropan-2-yl)-3-{[1-(hydroxymethyl)cyclopropyl]methoxy}-2,3-dihydro-1H-isoindol-1-one ClC1=CC(=C(C=C1)CN1C(C2=CC(=CC(=C2[C@]1(OCC1(CC1)CO)C1=CC=C(C=C1)Cl)F)C(COC)(C)O)=O)S(=O)(=O)C